NC1=NC=2C=CC(=CC2C2=C1C=NN2C)C(=O)N(N(C)C(=O)C2CC2)CC2=CC1=C(N=C(S1)C(F)(F)F)C=C2 4-amino-N'-(cyclopropanecarbonyl)-N',1-dimethyl-N-((2-(trifluoromethyl)benzo[d]thiazol-6-yl)methyl)-1H-pyrazolo[4,3-c]quinoline-8-carbohydrazide